2,4-dimethyl-N-{2-[(2R)-1-methylpiperidin-2-yl]-1-{[2-(trimethylsilyl)ethoxy]methyl}pyrrolo[3,2-c]pyridin-6-yl}-1-oxophthalazine-6-carboxamide CN1C(C2=CC=C(C=C2C(=N1)C)C(=O)NC1=CC2=C(C=N1)C=C(N2COCC[Si](C)(C)C)[C@@H]2N(CCCC2)C)=O